ClC1=C(C=C(C=C1)C1OC(C(C(C1O)O)O)SC)CC1=CC=C(C=C1)OCC 4-chloro-3-(4-ethoxybenzyl)phenyl-6-(methylthio)tetrahydro-2H-pyran-3,4,5-triol